NCC(=O)C1C(C2=CC=C(C=C2C1=O)OC=1C=C2C(C(C(C2=CC1)=O)C(CN)=O)=O)=O 2-(2-aminoacetyl)-5-{[2-(2-aminoacetyl)-1,3-dioxo-2,3-dihydro-1H-inden-5-yl]oxy}-2,3-dihydro-1H-indene-1,3-dione